tert-butyl 4-(2-(2,6-dioxopiperidin-3-yl)-1,3-dioxoisoindolin-5-yl)-4-hydroxy-2-methylpiperidine-1-carboxylate O=C1NC(CCC1N1C(C2=CC=C(C=C2C1=O)C1(CC(N(CC1)C(=O)OC(C)(C)C)C)O)=O)=O